NC1=NC=CC(=C1)C=1OC=C(N1)C(=O)NC=1C(=CC2=C(CC(O2)(C)CO)C1)N1CCC(CC1)CO 2-(2-aminopyridin-4-yl)-N-(2-(hydroxymethyl)-6-(4-(hydroxymethyl)piperidin-1-yl)-2-methyl-2,3-dihydrobenzofuran-5-yl)oxazole-4-carboxamide